BrC=1C=C2C(=CN1)NC=C2NC=C(C(=O)OCC)C(=O)OCC Diethyl 2-[[(5-bromo-1H-pyrrolo[2,3-c]pyridin-3-yl)amino]methylene]propanedioate